1-bromo-2-amino-5-fluorobenzene BrC1=C(C=CC(=C1)F)N